FC(C(NCC1=C(C(=CC=C1)[N+](=O)[O-])F)C1=C(C=C(C=C1)O)O)(F)F 4-(2,2,2-trifluoro-1-{[(2-fluoro-3-nitrophenyl)methyl]amino}ethyl)benzene-1,3-diol